1-(2,2-difluorocyclopropane-1-carbonyl)-1,2,3,6-tetrahydropyridin FC1(C(C1)C(=O)N1CCC=CC1)F